tert-butyl 2-(2-hydroxyphenyl)-5,6,6a,7,9,10-hexahydro-8H-pyrazino[1',2':4,5]pyrazino[2,3-c]pyridazine-8-carboxylate OC1=C(C=CC=C1)C=1C=C2C(=NN1)NCC1N2CCN(C1)C(=O)OC(C)(C)C